ClC=1SC(=C(N1)C(=O)O)N(S(=O)(=O)C)C 2-chloro-5-(N-methylmethylsulfonamido)thiazole-4-carboxylic acid